6-bromohexyl 4,4-bis(non-3-yn-1-yloxy)butanoate C(CC#CCCCCC)OC(CCC(=O)OCCCCCCBr)OCCC#CCCCCC